ClC=1C(=NC=CC1C=1C(=C(C=CC1)C1=NC(=C(C=O)C=C1)OC)C(F)(F)F)C1=CC(=C(C=C1)C=O)OC 6-(3-(3-Chloro-2-(4-formyl-3-methoxyphenyl)pyridin-4-yl)-2-(trifluoromethyl)phenyl)-2-methoxynicotinaldehyde